6-(4-(2-Fluoro-5-((7-methoxy-4-oxo-3,4-dihydropyrido[4,3-d]pyridazin-1-yl)methyl)benzoyl)piperazin-1-yl)nicotinonitrile FC1=C(C(=O)N2CCN(CC2)C2=NC=C(C#N)C=C2)C=C(C=C1)CC1=NNC(C2=C1C=C(N=C2)OC)=O